CC1(OB(OC1(C)C)C1=CC=C(OCCCCCCCCCCOC2=CC=C(C=C2)B2OC(C(O2)(C)C)(C)C)C=C1)C 1,10-bis(4-(4,4,5,5-tetramethyl-1,3,2-dioxa-borolan-2-yl)phenoxy)decane